(R)-(2,2-dimethyl-1,3-dioxolane-4-yl)methanol CC1(OC[C@H](O1)CO)C